methoxylmethyl chloride O(C)CCl